C(C)(C)C1=NN(C(=C1)C(C)C)C1=CC=CC=C1 3,5-diisopropyl-1-phenyl-1H-pyrazole